4-(6-(4-(4-ethylphenoxy)piperidin-1-yl)pyridin-3-yl)-2-fluoro-6-hydroxypyrazolo[1,5-a]pyridine-3-carbonitrile C(C)C1=CC=C(OC2CCN(CC2)C2=CC=C(C=N2)C=2C=3N(C=C(C2)O)N=C(C3C#N)F)C=C1